3-(difluoromethyl)-1-(5-(2-methyl-2H-pyrazolo[3,4-b]pyridin-5-yl)thieno[3,2-b]pyridin-2-yl)cyclobutanol FC(C1CC(C1)(O)C1=CC2=NC(=CC=C2S1)C1=CC=2C(N=C1)=NN(C2)C)F